[Nd].C(C)C(CC=1C(=C(C=CC1)P(O)(O)=O)CCCCCCCCC)CCCC (2-ethylhexyl)((n-nonylphenyl)phosphonic acid) neodymium